COC(=O)C=1C(N(C2=CC(=CC=C2C1N)C)CC1=CC=CC=C1)=O 4-Amino-1-benzyl-7-methyl-2-oxo-1,2-dihydroquinoline-3-carboxylic acid methyl ester